[N+](=O)([O-])C=1C=C(C=CC1NCC1CCOCC1)S(=O)(=N)NC(C1=CC=CC=C1)=O N-(3-nitro-4-(((tetrahydro-2H-pyran-4-yl)methyl)amino)phenylsulfonimidoyl)benzamide